C(CCC)OC1=NC=2N(C(=N1)N)N=CC2CC2=CC=C(C=C2)CN2CCCC2 butoxy-8-(4-(pyrrolidin-1-ylmethyl)benzyl)pyrazolo[1,5-a][1,3,5]triazin-4-amine